2-(2-fluorophenyl)-6,7-dihydro-2H-isoindole-4,5-dione dioxime FC1=C(C=CC=C1)N1C=C2CCC(C(C2=C1)=NO)=NO